C(CCCCC)[PH3+] n-hexylphosphonium